NCC=1C(=CC(=NC1C)NC(OC(C)(C)C)=O)C tert-butyl (5-(aminomethyl)-4,6-dimethylpyridin-2-yl)carbamate